N-(4-(dibenzo[b,d]furan-4-yl)phenyl)-9,9-dimethyl-9H-fluoren-2-amine C1=CC=C(C=2OC3=C(C21)C=CC=C3)C3=CC=C(C=C3)NC3=CC=2C(C1=CC=CC=C1C2C=C3)(C)C